(+/-)-(4-(1-(2-Cyano-1-(cyclopentyl-d9)ethyl)-1H-pyrazol-4-yl)-7H-pyrrolo[2,3-d]pyrimidin-7-yl)methyl pivalate C(C(C)(C)C)(=O)OCN1C=CC2=C1N=CN=C2C=2C=NN(C2)[C@H](CC#N)C2(C(C(C(C2([2H])[2H])([2H])[2H])([2H])[2H])([2H])[2H])[2H] |r|